3-(4-methyl-3-(2-methylpyrimidin-5-yl)-1-phenyl-1H-pyrazol-5-yl)urea CC=1C(=NN(C1NC(N)=O)C1=CC=CC=C1)C=1C=NC(=NC1)C